C/C(/C=C/C)=C\C1=CC=C(C=C1)C (2e,4e)-4-methyl-5-(p-tolyl)penta-2,4-diene